CC1=CC(=NC(=C1)C)NC(=O)C1=CC=NC=2N1N=C(C2C(=O)N)COC N7-(4,6-dimethyl-2-pyridyl)-2-(methoxymethyl)pyrazolo[1,5-a]pyrimidine-3,7-dicarboxamide